C(C1=CC=CC=C1)(=O)NC(=O)C=1N(C(N2C1CN(CC2)C(COC2=CC=C(C=C2)Cl)=O)=O)C2=CC=C(C=C2)OC(C)C N-benzoyl-7-[2-(4-chlorophenoxy)acetyl]-2-(4-isopropoxyphenyl)-3-oxo-6,8-dihydro-5H-imidazo[1,5-a]pyrazine-1-carboxamide